C(C)C=1C(=CC(=C(C1)O)F)C1=CC=C2C(=NNC2=C1)C=1NC=C(N1)CNC=1C=NC=CC1 5-Ethyl-2-Fluoro-4-(3-(4-((Pyridin-3-ylamino)methyl)-1H-Imidazol-2-yl)-1H-Indazol-6-yl)phenol